9-methanesulfonyloxy-10-methoxy-5,8,13,13a-tetrahydro-6H-[1,3]dioxolo[4,5-g]isoquino[3,2-a]isoquinoline CS(=O)(=O)OC1=C(C=CC=2CC3N(CCC4=CC5=C(C=C34)OCO5)CC12)OC